O=C1NCC2=C(C=CC=C12)C1CCN(CC1)C(=O)OC(C)(C)C tert-butyl 4-(1-oxoisoindolin-4-yl)piperidine-1-carboxylate